NCC(C(=O)N[C@@H](CC1=CNC=N1)C(=O)O)(C)C N-(3-Amino-2,2-dimethylpropanoyl)-L-histidin